COC1=CC=C(C=C1)P1(SP(S1)(=S)C1=CC=C(C=C1)OC)=S 2,4-bis(4-methoxyphenyl)-2,4-dithioxo-1,3,2,4-dithiadiphosphetane